4-(2-(1-benzhydryl-azetidin-3-yl)-1,2,3,4-tetrahydroisoquinolin-6-yl)morpholine C(C1=CC=CC=C1)(C1=CC=CC=C1)N1CC(C1)N1CC2=CC=C(C=C2CC1)N1CCOCC1